CC1(OB(OC1(C)C)C1=CC=2C3=C4C(C=CC=C4OC2C=C1)=CC=C3)C 10-(4,4,5,5-tetramethyl-1,3,2-dioxaborolane-2-yl)-benzo[kl]xanthene